C1(=CC=CC=C1)C(=CO[PH2]=O)C(=C)C1=CC=CC=C1 2,3-diphenylphosphinyloxy-1,3-butadiene